2,3-dimethylbutanoic anhydride CC(C(=O)OC(C(C(C)C)C)=O)C(C)C